(E)-7-(2-(1-trityl-1H-imidazol-4-yl)benzylidene)-6,7-dihydroimidazo[1,2-a]pyridin-8(5H)-one C(C1=CC=CC=C1)(C1=CC=CC=C1)(C1=CC=CC=C1)N1C=NC(=C1)C1=C(\C=C/2\C(C=3N(CC2)C=CN3)=O)C=CC=C1